(S)-4-methoxy-3-methyl-N-(3-(1-((1-methyl-1H-pyrazolo[3,4-b]pyrazin-6-yl)amino)ethyl)phenyl)benzamide COC1=C(C=C(C(=O)NC2=CC(=CC=C2)[C@H](C)NC2=CN=C3C(=N2)N(N=C3)C)C=C1)C